BrC1=C(C=C(C(=C1)Cl)OC)N1N=CC=C1 1-(2-bromo-4-chloro-5-methoxyphenyl)pyrazole